3-(4-(sec-butylphenoxy)propyl-1H-benzo[d]imidazol-2-yl)pyrrolidin-2-one C(C)(CC)C1=C(OCCCC2=CC=CC=3NC(=NC32)C3C(NCC3)=O)C=CC=C1